N=1ON=C2C1C=CC(=C2)NS(=O)(=O)C2=CNC1=CC(=CC=C21)Cl N-(2,1,3-benzooxadiazol-5-yl)-6-chloro-1H-indole-3-sulfonamide